NC1=NC(=CC(=N1)C=1N=NN(C1)CC1=CC=CC(=N1)N1CCC(CC1)C(=O)O)C1=CC(=CC=C1)C#N 1-[6-({4-[2-amino-6-(m-cyanophenyl)-4-pyrimidinyl]-1H-1,2,3-triazol-1-yl}methyl)-2-pyridinyl]-4-piperidinecarboxylic acid